C(C)OC(=O)C1=C(N=C(N1NC(C(F)(F)F)=O)[C@H]1N(CCCC1)C(=O)OC(C)(C)C)C1=CC=C(C=C1)C(NC1=NC=CC(=C1)CC)=O (S)-tert-butyl 2-(5-(ethoxycarbonyl)-4-(4-((4-ethylpyridin-2-yl)carbamoyl)phenyl)-1-(2,2,2-trifluoroacetamido)-1H-imidazol-2-yl)piperidine-1-carboxylate